(S)-quinuclidin-3-yl (6-bromothiochroman-4-yl)carbamate BrC=1C=C2C(CCSC2=CC1)NC(O[C@@H]1CN2CCC1CC2)=O